NC1=NN(C(=C1)C)CCC(=O)N 3-(3-amino-5-methyl-pyrazol-1-yl)propanamide